[N+](=O)([O-])C1=C(C=CC(=C1)C=C)S(=O)(=O)N 2-nitro-4-vinylbenzenesulfonamide